NC1(CCN(CC1)C1=NC(=C2C(=N1)NN=C2C2=C(C(=NC=C2)O)Cl)C#N)C2=CC=CC=C2 6-(4-amino-4-phenylpiperidin-1-yl)-3-(3-chloro-2-hydroxypyridin-4-yl)-1H-pyrazolo[3,4-d]pyrimidine-4-carbonitrile